N-(1-(2-(((1H-pyrrolo[3,2-c]pyridin-2-yl)methyl)amino)-2-oxoethyl)-6-oxo-2-phenyl-1,6-dihydropyrimidin-5-yl)-3-(oxazol-2-yl)benzamide N1C(=CC=2C=NC=CC21)CNC(CN2C(=NC=C(C2=O)NC(C2=CC(=CC=C2)C=2OC=CN2)=O)C2=CC=CC=C2)=O